C1(CC2C(CC1)O2)CC[Si](OC)(C)C (3,4-epoxycyclohexyl)ethyldimethylmethoxysilane